P(=O)(O)(O)O.OCC(O)CO glycerol phosphate salt